6-bromo-7-methoxy-4-(3-phenyl-1H-pyrazol-4-yl)quinazoline BrC=1C=C2C(=NC=NC2=CC1OC)C=1C(=NNC1)C1=CC=CC=C1